FS(C1=CC=C(N)C=C1)(F)(F)(F)F 4-(pentafluoro-λ6-sulfaneyl)aniline